CC=1C(=C2C=NNC2=CC1C)C=1C(=NN(C1C)C1CC2(CNC2)C1)N1C(CN(CC1)C(C)=O)(C)C 1-(4-(4-(5,6-dimethyl-1H-indazol-4-yl)-5-methyl-1-(2-azaspiro[3.3]hept-6-yl)-1H-pyrazol-3-yl)-3,3-dimethylpiperazin-1-yl)ethan-1-one